vinyl-aminobenzoic acid methyl ester COC(C1=C(C(=CC=C1)C=C)N)=O